1-(1-(4-chloro-3-fluorophenyl)-2-hydroxyethyl)-4-(2-((1-methyl-1H-pyrazol-5-yl)amino)pyrimidin-4-yl)pyridin-2(1H)-one ClC1=C(C=C(C=C1)C(CO)N1C(C=C(C=C1)C1=NC(=NC=C1)NC1=CC=NN1C)=O)F